ClC=1C=C(C=CC1C=1C=NN(C1)C)N(C(C)=O)[C@@H]1CC[C@H](CC1)NC1=NC=C(C=C1)C#N N-(3-chloro-4-(1-methyl-1H-pyrazol-4-yl)phenyl)-N-(trans-4-((5-cyanopyridin-2-yl)amino)cyclohexyl)acetamide